FC(C1=CC=C(OC2=C3C=CC(=CC3=CC=C2)C(=O)N[C@H](C)C2CCN(CC2)C(=O)OCC2=CC=CC=C2)C=C1)(F)F (R)-benzyl 4-(1-(5-(4-(trifluoromethyl)phenoxy)-2-naphthamido)ethyl)piperidine-1-carboxylate